ClC1=C(C(=O)O)C=CC(=C1S(=O)(=O)CCC)S(=O)(=O)C 2-chloro-4-(methylsulfonyl)-3-(propylsulfonyl)benzoic acid